BrC1=CC=C(C=C1)NC1C(NC(CC1)=O)=O 3-[(4-bromophenyl)amino]piperidine-2,6-dione